Oxotetrahydropyrrolo[2,1-b]thiazole O=C1CN2C(S1)=CCC2